C(CCCCCCCCCCCC=CCCCCCC)(=O)OCCCCCCCCCCCCCCCC(C)C 16-methylheptadecyl eicos-13-enoate